4-[3-(3,5-dimethylpyrazol-1-yl)-6-oxopyridazin-1-yl]-N-(oxan-4-yl)piperidine-1-carboxamide CC1=NN(C(=C1)C)C1=NN(C(C=C1)=O)C1CCN(CC1)C(=O)NC1CCOCC1